[Si](C)(C)(C(C)(C)C)O[C@@H]1CN(CC1)C1=C(C=C2C(=N1)N=C(O2)N2CCOCC2)N (S)-5-(3-((tert-butyldimethylsilyl)oxy)pyrrolidin-1-yl)-2-morpholinooxazolo[4,5-b]pyridin-6-amine